NC1=NN2C(C=C(C=C2)C=2C=C(C(=NC2)OC)C(=O)NCC2=C(C=CC=C2)OCC2CCC2)=N1 5-{2-amino-[1,2,4]triazolo[1,5-a]pyridin-7-yl}-N-{[2-(cyclobutylmethoxy)phenyl]methyl}-2-methoxypyridine-3-carboxamide